2-(3-(methoxymethoxy)-8-((triisopropylsilyl)ethynyl)-naphthalen-1-yl)-5a,6,7,8,9,10-hexahydro-5H-4-oxa-3,10a,11,13,14-pentaaza-6,9-methanonaphtho[1,8-ab]heptalen-14-carboxylate COCOC=1C=C(C2=C(C=CC=C2C1)C#C[Si](C(C)C)(C(C)C)C(C)C)C=1C=C2N=CN=C3C2=C(OCC2C4CCC(CN32)N4C(=O)[O-])N1